Tert-Butyl N-[2-[2-[2-[2-(3-amino-2-fluoro-1,1-dimethyl-propoxy)ethoxy]ethoxy]ethoxy]ethyl]carbamate NCC(C(OCCOCCOCCOCCNC(OC(C)(C)C)=O)(C)C)F